1-(3,3-dimethylindoline-1-carbonyl)piperidine-4-carboxylic acid CC1(CN(C2=CC=CC=C12)C(=O)N1CCC(CC1)C(=O)O)C